2-(4-nitrophenylthio)acetic acid [N+](=O)([O-])C1=CC=C(C=C1)SCC(=O)O